3-ethyl-6-fluoro-2-((S)-1-((R)-3-methyl-1,4-diazepan-1-yl)butyl)quinazolin-4(3H)one C(C)N1C(=NC2=CC=C(C=C2C1=O)F)[C@H](CCC)N1C[C@H](NCCC1)C